(1,3-dimethyl-1H-pyrazol-5-yl)methylamine CN1N=C(C=C1CN)C